C(C)(C)(C)OC(=O)N1C=C(C2=CC=CC=C12)\C=C\[N+](=O)[O-] 3-[(E)-2-nitrovinyl]Indole-1-carboxylic acid tert-butyl ester